[N+](=O)([O-])C1=CC=C(OC(=O)O[C@@H]2C[C@@H](OC2)C=2C=NC(=NC2)NC2=CC=C(C=C2)S(=O)(=O)NC(OC(C)(C)C)=O)C=C1 cis-tert-butyl ((4-((5-(4-(((4-nitrophenoxy)carbonyl)oxy)tetrahydrofuran-2-yl)pyrimidin-2-yl)amino)phenyl)sulfonyl)carbamate